(4-methyl-1-phenylpiperidin-4-yl)methanol CC1(CCN(CC1)C1=CC=CC=C1)CO